2',4'-difluoro-4-methoxy-[1,1']-biphenyl FC1=C(C=CC(=C1)F)C1=CC=C(C=C1)OC